BrC1=C(C=C(C=C1)S(=O)(=O)N1CCC2(C[C@H](CO2)NC[C@@H](COC=2C=C(C=CC2)S(=O)(=O)N)O)CC1)C 3-((S)-3-((R)-8-(4-bromo-3-methylphenylsulfonyl)-1-oxa-8-azaspiro[4.5]decan-3-ylamino)-2-hydroxypropoxy)benzenesulfonamide